NC1=CC(=C(C=C1)N(C(C1=CC=C(C(=O)N)C=C1)=O)C1=C(C=C(C=C1)N)O)O N,N-bis(4-amino-2-hydroxyphenyl)terephthalamide